N-(β-aminoethyl)γ-aminopropyltriethoxysilane Ethyl-acrylate phosphate P(=O)(O)(O)O.C(C)OC(C=C)=O.NCCNCCC[Si](OCC)(OCC)OCC